2-[3-(4-chloro-3-fluorophenyl)-1-ethyl-1H-1,2,4-triazol-5-yl]-N-{[2-(trifluoromethyl)pyridin-4-yl]methyl}acetamide ClC1=C(C=C(C=C1)C1=NN(C(=N1)CC(=O)NCC1=CC(=NC=C1)C(F)(F)F)CC)F